C(CCC)C(C(=O)O)(O)C.C(C(O)C)(=O)OCCCC butyl lactate (n-butyl lactate)